1-(2-methylpropyl)piperidine tert-Butyl-3-methoxy-3-(3-methylbut-3-en-1-yn-1-yl)azetidine-1-carboxylate C(C)(C)(C)OC(=O)N1CC(C1)(C#CC(=C)C)OC.CC(CN1CCCCC1)C